C(C)(C)(C)OC(N[C@H]1[C@@H](CC[C@H](C2=NC=CC=C21)OC2=NOC1=C2CCC(CC1)=O)C1=C(C(=CC=C1)F)F)=O ((5S,6S,9R)-6-(2,3-difluorophenyl)-9-((6-oxo-5,6,7,8-tetrahydro-4H-cyclohept[d]isoOxazol-3-yl)oxy)-6,7,8,9-Tetrahydro-5H-cyclohept[b]pyridin-5-yl)carbamic acid tert-butyl ester